C1(CC1)OC1=CN=CC(=N1)NC=1C(=NOC1C1=CC=C(C(=N1)C)NC(=O)[C@@H]1[C@H](CCCC1)C(=O)O)C (1S,2S)-2-((6-(4-((6-cyclopropoxypyrazin-2-yl)amino)-3-methylisoxazol-5-yl)-2-methylpyridin-3-yl)carbamoyl)cyclohexane-1-carboxylic acid